N-methacryloyl-6-aminohexanoic acid C(C(=C)C)(=O)NCCCCCC(=O)O